FC=1C=C2C(N=C/3N(C2=CC1)CC\C3=C/C3=CC(=C(C(=C3)OC)O)OC)=O (E)-7-fluoro-3-(4-hydroxy-3,5-dimethoxybenzylidene)-2,3-dihydropyrrolo[1,2-a]quinazolin-5(1H)-one